[Cl-].COC1=NC(=NC(=N1)OC)[N+]1(CCOCC1)C 4-(4,6-dimethoxy-1,3,5-triazin-2-yl)-4-meth-ylmorpholinium chloride